ClC1=NN2C(C(=N1)N1[C@@H]([C@H]3C[C@H]3C1)CO)=CC=C2 ((1S,2S,5R)-3-(2-chloropyrrolo[2,1-f][1,2,4]triazin-4-yl)-3-azabicyclo[3.1.0]hex-2-yl)methanol